FC1(CC12C[C@H](N(CC2)CC2=C1C=CN(C1=C(C=C2OC)C)C(=O)OC(C)(C)C)C2=CC=C(C=C2)C(=O)OC)F tert-butyl 4-(((5S)-1,1-difluoro-5-(4-(methoxycarbonyl)phenyl)-6-azaspiro[2.5]octan-6-yl)methyl)-5-methoxy-7-methyl-1H-indole-1-carboxylate